[Ag].[Si].[Cr].[Cu].OC1=C(C=CC=C1)NC(CCC)=O N-(2-hydroxyphenyl)butanamide Copper-chromium-silicon-silver